CN1N=C(C=CC1=O)NC(=O)C1=NC2=NC=3C=CC=CC3N2C=C1 N-(1-methyl-6-oxo-1,6-dihydropyridazin-3-yl)-1,8,10-triazatricyclo[7.4.0.02,7]trideca-2(7),3,5,8,10,12-hexaene-11-carboxamide